FC(C1=C(C=CC(=N1)C(=O)OCC)OC)F ethyl 6-(difluoromethyl)-5-methoxypicolinate